ethyl (2S)-4-(5-hydroxy-6-methoxy-benzothien-2-yl)-2-methyl-4-oxobutanoate OC=1C(=CC2=C(C=C(S2)C(C[C@@H](C(=O)OCC)C)=O)C1)OC